FC=1C(=CC=2C3=C(NC(C2C1)=O)COC[C@@H]3N(C(=O)C3=CN=C(N3)C(F)(F)F)C)F (R)-N-(8,9-difluoro-6-oxo-1,4,5,6-tetrahydro-2H-pyrano[3,4-c]isoquinolin-1-yl)-N-methyl-2-(trifluoromethyl)-1H-imidazole-5-carboxamide